N1=C(C=CC=C1)CCNC(=O)C1=NC(=NO1)C1=CC=C(C=C1)C (2-(pyridin-2-yl)ethyl)-3-(p-tolyl)-1,2,4-oxadiazole-5-carboxamide